NC1=NC=CC=C1C1=NC=2C(=NC(=CC2)NC2CC2)N1C1=CC=C(C=C1)CNC(CC1=CC(=C(C=C1)C=O)O)=O N-({4-[2-(2-aminopyridin-3-yl)-5-(cyclopropylamino)imidazo[4,5-b]pyridin-3-yl]phenyl}methyl)-2-(4-formyl-3-hydroxyphenyl)acetamide